(R)-2-((S)-7-fluoroisochroman-1-yl)pyrrolidine tert-butyl-N-((trans-2-(acetyl(methyl)carbamoyl)cyclopropyl)methyl)-N-tert-butoxycarbonyl-carbamate C(C)(C)(C)OC(N(C(=O)OC(C)(C)C)C[C@H]1[C@@H](C1)C(N(C)C(C)=O)=O)=O.FC1=CC=C2CCO[C@@H](C2=C1)[C@@H]1NCCC1